(3S)-3-[5-[4-[[1-[4-[(1S,2R)-6-hydroxy-2-indan-4-yl-tetralin-1-yl]phenyl]-4-piperidyl]methyl]piperazin-1-yl]-1-oxo-isoindolin-2-yl]piperidine-2,6-dione OC=1C=C2CC[C@H]([C@H](C2=CC1)C1=CC=C(C=C1)N1CCC(CC1)CN1CCN(CC1)C=1C=C2CN(C(C2=CC1)=O)[C@@H]1C(NC(CC1)=O)=O)C1=C2CCCC2=CC=C1